C(C)C1=C(C=CC(=C1)N1CCN(CC1)C)NC1=NC=C(C(=N1)NCCCN1C(OC(CC1)(C)C)=O)C(F)(F)F (3-((2-((2-ethyl-4-(4-methylpiperazin-1-yl)phenyl)amino)-5-(trifluoromethyl)pyrimidin-4-yl)amino)propyl)-6,6-dimethyl-1,3-oxazinan-2-one